O1C(C1)CCOCCC1OC1 di(2-oxiranylethyl) ether